CN(C)CCCNC(=O)C=C N-[3-(Dimethylamino)propyl]acrylamide